C1CCNC2CCC3NCCCC3C12 perhydro-4,7-phenanthroline